C(C1=CC=CC=C1)NC(=O)[C@@H]1N(CCC1)C=1SC2=C(N=CN=C2C2CC2)N1 (R)-N-benzyl-1-[7-cyclopropyl[1,3]thiazolo[4,5-d]pyrimidin-2-yl]pyrrolidine-2-carboxamide